N-((7-(5-(difluoromethyl)-1,3,4-oxadiazol-2-yl)imidazo[1,2-a]pyridin-2-yl)methyl)-N-(3-fluorophenyl)-1-isopropylpiperidine-4-sulfonamide FC(C1=NN=C(O1)C1=CC=2N(C=C1)C=C(N2)CN(S(=O)(=O)C2CCN(CC2)C(C)C)C2=CC(=CC=C2)F)F